4-amino-3,5-diiodo-L-phenylalanine NC1=C(C=C(C[C@H](N)C(=O)O)C=C1I)I